(S)-2-Methyl-7-((R)-3-methylmorpholin-4-yl)-1-(3-methyl-2-oxo-butyl)-2-trifluoromethyl-2,3-dihydro-1H-imidazo[1,2-a]-pyrimidin-5-one C[C@@]1(N(C=2N(C(C=C(N2)N2[C@@H](COCC2)C)=O)C1)CC(C(C)C)=O)C(F)(F)F